N',N'-DIMETHYL-BENZENE-1,4-DIAMINE CN(C1=CC=C(C=C1)N)C